C1(=CC=CC=C1)C1=CC=CC2=CC(=CC=C12)C1=CC=CC=C1 1,6-di(phenyl)naphthalene